3-(5-(3-nitrophenyl)-1H-imidazol-2-yl)-1H-indazole-5-carboxylic acid [N+](=O)([O-])C=1C=C(C=CC1)C1=CN=C(N1)C1=NNC2=CC=C(C=C12)C(=O)O